(M)-6-Chloro-4-[(2S,5R)-2,5-dimethyl-4-prop-2-enoyl-piperazin-1-yl]-1-(2-isopropyl-4-methyl-3-pyridyl)-7-[2-(methylamino)phenyl]pyrido[2,3-d]pyrimidin-2-one ClC1=CC2=C(N(C(N=C2N2[C@H](CN([C@@H](C2)C)C(C=C)=O)C)=O)C=2C(=NC=CC2C)C(C)C)N=C1C1=C(C=CC=C1)NC